(1S,2S)-2-((4-Fluorophenoxy)methyl)cyclopentan-1-amine hydrochloride Cl.FC1=CC=C(OC[C@@H]2[C@H](CCC2)N)C=C1